C(#N)C1=CC=C(OC(C(=O)NC=2SC3=C(N2)C=C(C(=C3)OC)OC)C3=CC=C(C=C3)S(=O)(=O)CC3=CC=CC=C3)C=C1 2-(4-Cyano-phenoxy)-N-(5,6-dimethoxy-benzothiazol-2-yl)-2-(4-phenylmethanesulfonyl-phenyl)-acetamide